BrC=1C=CC=C2C(=CC(=NC12)O)C 8-bromo-4-methylquinolin-2-ol